C(C=C)(=O)N[C@@H]1[C@@H](CCC1)NC(=O)C=1SC=2N=CC=C3N(C(NC1C23)=O)C2=CC(=NC=C2)C2CCC2 N-((1R,2S)-2-Acrylamidocyclopentyl)-5-(2-cyclobutylpyridin-4-yl)-4-oxo-4,5-dihydro-3H-1-thia-3,5,8-triazaacenaphthylene-2-carboxamide